C1(CC1)N(C=1N=CC(=NC1)C1=C(C=C(C(=C1)F)C=1C=NN(C1)C)O)C1C([C@@H]2CC[C@H](C1)N2)F 2-(5-(cyclopropyl((1S,5R)-2-fluoro-8-azabicyclo[3.2.1]octan-3-yl)amino)pyrazin-2-yl)-4-fluoro-5-(1-methyl-1H-pyrazol-4-yl)phenol